5a-(4-bromophenyl)-3-chloro-8,8a-dihydroxy-N,N,8-trimethyl-6-phenyl-5a,7,8,8a-tetrahydro-6H-cyclopenta[4,5]furo[3,2-b]pyridine-7-carboxamide BrC1=CC=C(C=C1)C12C(C3=NC=C(C=C3O1)Cl)(C(C(C2C2=CC=CC=C2)C(=O)N(C)C)(C)O)O